C(C)C1(NC(N(C(C1)=O)CC=1C=C(C(=O)NC2C(COC3=CC=CC=C23)O)C=CC1)=N)CC 3-[(4,4-diethyl-2-imino-6-oxo-hexahydropyrimidin-1-yl)methyl]-N-(3-hydroxychroman-4-yl)benzamide